6-methoxy-2,2-dimethyl-2,3-dihydrobenzofuran-7-sulfinic acid COC1=C(C2=C(CC(O2)(C)C)C=C1)S(=O)O